N-Benzyl-4-(2-(1-cyanopyrrolidin-3-yl)-1H-benzo[d]imidazol-6-yl)benzamide C(C1=CC=CC=C1)NC(C1=CC=C(C=C1)C=1C=CC2=C(NC(=N2)C2CN(CC2)C#N)C1)=O